ClC1=CC=C(C=C1)NC(=O)NC[C@]1(CN(CC1)C(C)(C)C=1C=NC(=CC1)C)CCC=1SC(=CC1)F |o1:12| (S or R)-1-(4-chlorophenyl)-3-((3-(2-(5-fluoro-thiophen-2-yl)ethyl)-1-(2-(6-methylpyridin-3-yl)propan-2-yl)pyrrolidin-3-yl)methyl)urea